(butenyl)succinic acid C(=CCC)C(C(=O)O)CC(=O)O